15-(heptadecane-9-yloxy)-8,15-dioxopentadecane CCCCCCCCC(CCCCCCCC)OC(CCCCCCC(CCCCCCC)=O)=O